N-(3-chloro-5-(methylsulfonamido)phenyl)-5-(3-fluoropyridin-2-yl)-1-(2,2,2-trifluoroethyl)-1H-pyrrole-3-carboxamide ClC=1C=C(C=C(C1)NS(=O)(=O)C)NC(=O)C1=CN(C(=C1)C1=NC=CC=C1F)CC(F)(F)F